NC(C(C)N1C(C(=CC=C1)COC=1C=CC2=C(C=C(O2)C)C1)OC)=O N-(1-amino-1-oxopropan-2-yl)-5-((2-methoxypyridin-3-yl)methoxy)-2-methylbenzofuran